C(C)(C)(C)OC(=O)NC1CC=2C(=C(SC2Cl)C(=O)O)CC1 5-(tert-butoxycarbonylamino)-3-chloro-4,5,6,7-tetrahydro-2-benzothiophene-1-carboxylic acid